FC1(CCN(CC1)C1=NC2=CC(=C(C=C2C(=N1)NC1=CC=NC=C1)OC)C#CCN1CCCC1)F 2-(4,4-difluoropiperidin-1-yl)-6-methoxy-N-(pyridin-4-yl)-7-(3-(pyrrolidin-1-yl)prop-1-yn-1-yl)quinazolin-4-amine